3-Fluoro-4-(4-((4-formylphenyl)thio)piperidin-1-yl)benzonitrile-1-d FC=1CC(C#N)(C=CC1N1CCC(CC1)SC1=CC=C(C=C1)C=O)[2H]